CN1C=C(C=2C1=CN=C(C2)NC(C)=O)C2=NC(=CC=1OCCN(C12)C)S(=O)(=O)C N-(1-methyl-3-(4-methyl-7-(methylsulfonyl)-3,4-dihydro-2H-pyrido[4,3-b][1,4]oxazin-5-yl)-1H-pyrrolo[2,3-c]pyridin-5-yl)acetamide